2-(2-((7-chloro-2-(2,2,2-trifluoroacetyl)-1,2,3,4-tetrahydroisoquinolin-6-yl)amino)-5-(trifluoromethyl)pyrimidin-4-yl)-6,7-dihydrothieno[3,2-c]pyridin-4(5H)-one ClC1=C(C=C2CCN(CC2=C1)C(C(F)(F)F)=O)NC1=NC=C(C(=N1)C1=CC=2C(NCCC2S1)=O)C(F)(F)F